(Boc)proline C(=O)(OC(C)(C)C)N1[C@@H](CCC1)C(=O)O